BrC=1C(C(=NN(C1C)C)C(=O)O)=O 5-bromo-1,6-dimethyl-4-oxo-pyridazine-3-carboxylic acid